NC=1C=C(C=CC1)C1=NN2C(=NC=3C=CC=CC3C2=N1)NC=1C(N=CC=NC1)=O (6R)-6-{[2-(3-aminophenyl)[1,2,4]triazolo[1,5-c]quinazolin-5-yl]amino}-1,4-diazepin-5-one